6-(6-Chloropyrazin-2-yl)-N2,N4-bis(3,3-difluorocyclobutyl)-1,3,5-triazine-2,4-diamine ClC1=CN=CC(=N1)C1=NC(=NC(=N1)NC1CC(C1)(F)F)NC1CC(C1)(F)F